(S)-1-phenyl-1-benzyl-3-(quinolin-2-yl)propadiene C1(=CC=CC=C1)C(=C=CC1=NC2=CC=CC=C2C=C1)CC1=CC=CC=C1